C(C1=CC=CC=C1)(=O)OC(C)O hydroxy-beta-ethyl benzoate